N-(4-(6-methoxy-7-((1-(2-methoxyethyl)azetidin-3-yl)oxy)quinazolin-4-yl)phenyl)-2-(4-(trifluoromethyl)phenyl)acetamide COC=1C=C2C(=NC=NC2=CC1OC1CN(C1)CCOC)C1=CC=C(C=C1)NC(CC1=CC=C(C=C1)C(F)(F)F)=O